(R)-1-benzyl-3-(4-chlorophenyl)pyrrolidine C(C1=CC=CC=C1)N1C[C@H](CC1)C1=CC=C(C=C1)Cl